BrC=1CCCC2=C(C1C1=CC=C(CC3CN(C3)CCCF)C=C1)C=CC=C2 3-(4-(8-bromo-6,7-dihydro-5H-benzo[7]annulen-9-yl)benzyl)-1-(3-fluoropropyl)azetidine